FC1=C(C=C(C(=C1)C)C1=CC2=C(N=C(N=C2)NC)N=C1C)NC(=O)N1C[C@@H](CC1)OCC(F)(F)F (3R)-N-[2-fluoro-4-methyl-5-[7-methyl-2-(methylamino)pyrido[2,3-d]pyrimidin-6-yl]phenyl]-3-(2,2,2-trifluoroethoxy)pyrrolidine-1-carboxamide